C(C1=CC=CC=C1)OCC1C(CC(CC1)=O)(C)C 4-(benzyloxymethyl)-3,3-dimethyl-cyclohexanone